(S)-N-((S)-3-oxo-1-((S)-2-oxopyrrolidin-3-yl)-4-(trifluoromethoxy)butan-2-yl)-5-(3-(trifluoromethyl)-benzoyl)-5-azaspiro[2.4]heptane-6-carboxamide O=C([C@H](C[C@H]1C(NCC1)=O)NC(=O)[C@H]1N(CC2(CC2)C1)C(C1=CC(=CC=C1)C(F)(F)F)=O)COC(F)(F)F